(4-(cyclopropylethynyl)-2-oxo-4-(trifluoromethyl)-2,4-dihydro-1H-benzo[d][1,3]oxazin-7-ylmethyl)benzenesulfonamide C1(CC1)C#CC1(C2=C(NC(O1)=O)C=C(C=C2)CC2=C(C=CC=C2)S(=O)(=O)N)C(F)(F)F